CC1=C(CC(N)C)C=C2C(=C1)C2 2-methyl-4,5-methyleneamphetamine